O-dimethylphosphono-L-tyrosine COP(=O)(OC)OC1=CC=C(C[C@H](N)C(=O)O)C=C1